3-((1R,3R)-1-(2-(difluoromethoxy)-4-((1-(3-fluoropropyl)azetidin-3-yl)amino)phenyl)-3-methyl-1,3,4,9-tetrahydro-2H-pyrido[3,4-b]indol-2-yl)-2,2-difluoropropan-1-ol FC(OC1=C(C=CC(=C1)NC1CN(C1)CCCF)[C@H]1N([C@@H](CC2=C1NC1=CC=CC=C21)C)CC(CO)(F)F)F